(1E)-2,6-dimethyl-4-(3-(4-(methylthio)phenyl)-3-oxoprop-1-en-1-yl)phenol CC1=C(C(=CC(=C1)\C=C\C(=O)C1=CC=C(C=C1)SC)C)O